O=C1CC[C@H](N1)CNS(O)(=O)=O (((S)-5-oxopyrrolidin-2-yl)methyl)sulfamic acid